NC(CON1CC2=CC=CC=C2C1)CC1=C(C=C(C=C1)C)Cl 2-[2-amino-3-(2-chloro-4-methylphenyl)propoxy]-1H-isoindole